1-(4-fluoro-3,5-dimethylphenyl)-1,3-dihydro-2H-imidazo[4,5-b]pyridine-2-thione FC1=C(C=C(C=C1C)N1C(NC2=NC=CC=C21)=S)C